1-((2-(1,4-diazepan-1-yl)pyrimidin-5-yl)methyl)-3-(4-(2-(4-bromophenyl)propan-2-yl)thiazol-2-yl)urea N1(CCNCCC1)C1=NC=C(C=N1)CNC(=O)NC=1SC=C(N1)C(C)(C)C1=CC=C(C=C1)Br